2,6-dibromo-aniline BrC1=C(N)C(=CC=C1)Br